(R)-2-(6-((1-(2-hydroxy-2-methylpropyl)piperidin-3-yl)amino)-4-methylpyridazin-3-yl)-5-(prop-1-yn-1-yl)phenol OC(CN1C[C@@H](CCC1)NC1=CC(=C(N=N1)C1=C(C=C(C=C1)C#CC)O)C)(C)C